FC1=C(C(=CC=C1)OC)C=1C=C2C(=CN1)NN=C2C2NCCC1=CC=C(C=C21)C#N (5-(2-fluoro-6-methoxyphenyl)-1H-pyrazolo[3,4-c]pyridin-3-yl)-1,2,3,4-tetrahydroisoquinoline-7-carbonitrile